1-tert-butoxycarbonyl-3-p-toluenesulfonylethyl-4-methyl-1,5-dihydro-2H-2-pyrrolone C(C)(C)(C)OC(=O)N1C(C(=C(C1)C)CCS(=O)(=O)C1=CC=C(C)C=C1)=O